2-chloro-1,3,2-dioxaphosphole ClP1OC=CO1